N1CCC(CC1)C(=O)N 4-piperidinecarboxamide